ClC1=C2C(=NC=C1OC=1C=NN3C1C=NC(=C3)NC)N=C(N2C)NC2=CC(=CC(=C2)C(F)(F)F)[C@H]2N(CCC2)C (S)-7-chloro-1-methyl-6-((6-(methylamino)pyrazolo[1,5-a]pyrazin-3-yl)oxy)-N-(3-(1-methylpyrrolidin-2-yl)-5-(trifluoromethyl)phenyl)-1H-imidazo[4,5-b]pyridin-2-amine